C(#N)[C@H](C[C@H]1C(NCC1)=O)NC(=O)[C@H]1N(CC[C@@H]1C1=CC=CC=C1)C(=O)C=1NC2=CC=CC(=C2C1)OC (2S,3R)-N-((S)-1-cyano-2-((S)-2-oxopyrrolidin-3-yl)ethyl)-1-(4-methoxy-1H-indole-2-carbonyl)-3-phenylpyrrolidine-2-carboxamide